trans-N-(8-amino-6-(5-amino-4-methylpyridin-3-yl)isoquinolin-3-yl)-2-cyanocyclopropane-1-carboxamide NC=1C=C(C=C2C=C(N=CC12)NC(=O)[C@H]1[C@@H](C1)C#N)C=1C=NC=C(C1C)N